CC1=C(C=CC=C1)CC1=C(C=CC(=C1)C)S(=O)(=O)O.S(=O)(=O)(OCC1=C(C=CC=C1)C)C1=CC=C(C)C=C1 2-Methylbenzyl tosylate ((2-methylphenyl)methyl 4-methylbenzenesulfonate)